OC1=C(N=C(N(C1=O)C)C1=CC(=CC(=C1)C(NC1CCN(CC1)C)=O)C)C(=O)NC=1C=NOC1 5-hydroxy-N-(isoxazol-4-yl)-1-methyl-2-(3-methyl-5-((1-methylpiperidin-4-yl)carbamoyl)phenyl)-6-oxo-1,6-dihydropyrimidine-4-carboxamide